C1C(C)(CCC[C@@H](C)[C@H]2CC[C@H]3[C@@H]4C[C@@H](C5CCCC[C@]5(C)[C@H]4CC[C@]23C)O)O1 α,6α-epoxycholestanol